2-(2-((5-(1-aminoisoquinolin-7-yl)-1'-(methoxycarbonyl)-2,3-dihydrospiro[indene-1,4'-piperidin]-3-yl)oxy)-4-methoxyphenyl)acetic acid NC1=NC=CC2=CC=C(C=C12)C=1C=C2C(CC3(CCN(CC3)C(=O)OC)C2=CC1)OC1=C(C=CC(=C1)OC)CC(=O)O